COC1=CC=C2C=3C=CN=C(C3N(C2=C1)CC(=O)N)C 2-(7-Methoxy-1-methyl-β-carbolin-9-yl)acetamide